S(SCC[C@@H](CS(=O)[O-])N)CC[C@@H](CS(=O)[O-])N.[Na+].[Na+] sodium (2S,2'S)-4,4'-disulfanediylbis(2-aminobutane-1-sulfinate)